Ethyl 3,5-dibromo-1-[2-(2,2-dimethyl-1,3-dioxolan-4-yl)ethyl]pyrazole-4-carboxylate BrC1=NN(C(=C1C(=O)OCC)Br)CCC1OC(OC1)(C)C